C1(CCCCC1)C=1C=C(CNC2=NC=C(C=N2)C(=O)N2CCC23COC3)C=C(C1)C1CCCCC1 (2-((3,5-dicyclohexylbenzyl)amino)pyrimidin-5-yl)(6-oxa-1-azaspiro[3.3]hept-1-yl)methanone